N-(5-(4-ethylpiperazin-1-yl)-6-methylpyridin-2-yl)-9-isopropylisoxazolo[5,4-H]quinazolin-2-amine C(C)N1CCN(CC1)C=1C=CC(=NC1C)NC1=NC2=C3C(=CC=C2C=N1)ON=C3C(C)C